NC(CC=1C(=C(C(=C2C=NNC12)C=1N=CC=2N(C1)C=C(N2)NC(=O)[C@H]2[C@H](C2)F)Cl)F)=O (1S,2S)-N-(6-(7-(2-amino-2-oxoethyl)-5-chloro-6-fluoro-1H-indazol-4-yl)imidazo[1,2-a]pyrazin-2-yl)-2-fluorocyclopropane-1-carboxamide